COC(=O)C1CC(C2=C1C=NC=1N2N=C(C1)F)(C1=NN(C=C1)C)C 2-fluoro-8-methyl-8-(1-methyl-1H-pyrazol-3-yl)-7,8-dihydro-6H-cyclopenta[e]pyrazolo[1,5-a]pyrimidine-6-carboxylic acid methyl ester